tolylene diisothiocyanate CC=1C(=CC(=CC1)N=C=S)N=C=S